6-(4-((1R,5S,6S)-6-(dimethylamino)-3-azabicyclo[3.1.0]hex-3-yl)-5,6-difluoro-8-(methylamino)-9H-pyrido[2,3-b]indol-3-yl)-1-methyl-4-oxo-1,4-dihydro-1,8-naphthyridine-3-carboxylic acid CN(C1[C@@H]2CN(C[C@H]12)C1=C(C=NC=2NC3=C(C=C(C(=C3C21)F)F)NC)C=2C=C1C(C(=CN(C1=NC2)C)C(=O)O)=O)C